6-((3-chloro-2-oxo-1,2-dihydropyridin-4-yl)thio)pyrazin-2(1H)-one ClC=1C(NC=CC1SC1=CN=CC(N1)=O)=O